(S)-5-benzyl-N-(7-(3-hydroxy-3-methylbutan-1-yn-1-yl)-5-methyl-4-oxo-2,3,4,5-tetrahydrobenzo[b][1,4]oxazepin-3-yl)-1H-1,2,4-triazole-3-carboxamide C(C1=CC=CC=C1)C1=NC(=NN1)C(=O)N[C@@H]1C(N(C2=C(OC1)C=CC(=C2)C#CC(C)(C)O)C)=O